C(C)C=1C=C(C=C(C1)C(=C)C)C(=C)C 5-ethyl-1,3-diisopropenylbenzene